(2S,4R)-N-(2-(3-aminopropoxy)-4-(4-methylthiazol-5-yl)benzyl)-4-hydroxy-1-((S)-3-methyl-2-(1-oxoisoindolin-2-yl)butanoyl)pyrrolidine-2-carboxamide NCCCOC1=C(CNC(=O)[C@H]2N(C[C@@H](C2)O)C([C@H](C(C)C)N2C(C3=CC=CC=C3C2)=O)=O)C=CC(=C1)C1=C(N=CS1)C